N-(4-{1-[(3,5-dimethoxyphenyl)carbonyl]piperidin-4-yl}butyl)imidazo[1,2-a]pyridine-6-carboxamide COC=1C=C(C=C(C1)OC)C(=O)N1CCC(CC1)CCCCNC(=O)C=1C=CC=2N(C1)C=CN2